O[C@H]([C@@H](C1=CC=CC=C1)NC(=O)C=1C=CC=2N(C3=CC=C(C=C3C2C1)C)C1=CC=C(C=C1)C(F)(F)F)C N-[(1R,2S)-2-hydroxy-1-phenylpropyl]-6-methyl-9-[4-(trifluoromethyl)phenyl]-9H-carbazole-3-carboxamide